C(C)OCC[NH+]1CCS(CC1)=O 2-ethoxyethyl-1-oxothiomorpholinium